(6-(4-methoxyphenyl)-5-methyl-7-oxo-2-phenyl-4,7-dihydropyrazolo[1,5-a]pyrimidin-3-yl)cyclopropylcarboxamide COC1=CC=C(C=C1)C1=C(NC=2N(C1=O)N=C(C2NC(=O)C2CC2)C2=CC=CC=C2)C